OC1[C@H](CN(C[C@H]1C)C(=O)OCC1=CC=CC=C1)C benzyl (3S,4R,5R)-4-hydroxy-3,5-dimethyl-piperidine-1-carboxylate